N[C@@H]1CN(CC[C@H]1C1=CC(=CC=C1)Cl)C(=O)C1=CC=CC=2N1C=NC2 ((3S,4S)-3-amino-4-(3-chlorophenyl)piperidin-1-yl)(imidazo[1,5-a]pyridin-5-yl)methanone